1-isopropyl-3-[5-cyclopentyl-4-[5-(4-piperidyl)pyrimidin-2-yl]isoxazol-3-yl]pyrazolo[3,4-d]pyrimidin-4-amine hydrochloride Cl.C(C)(C)N1N=C(C=2C1=NC=NC2N)C2=NOC(=C2C2=NC=C(C=N2)C2CCNCC2)C2CCCC2